6-(2,6-dioxopiperidin-3-yl)spiro[furo[2,3-f]isoindole-2,4'-piperidine] O=C1NC(CCC1N1C=C2C=C3C(=CC2=C1)OC1(CCNCC1)C3)=O